Cl.O[C@H](C(=O)N)C (S)-(-)-2-hydroxypropionamide hydrochloride